2-Methyl-1,2-butylenoxid CC1(CO1)CC